2-(((1R,3S)-3-(5-bromo-1-methyl-1H-benzo[d]imidazol-2-yl)cyclohexyl)amino)pyrimidine-5-carbonitrile BrC1=CC2=C(N(C(=N2)[C@@H]2C[C@@H](CCC2)NC2=NC=C(C=N2)C#N)C)C=C1